ClC1=CC=C(CNC(=O)NC2=CC=C(C=C2)CN2CCC(CC2)S(=O)(=O)C)C=C1 1-(4-chlorobenzyl)-3-(4-((4-(methylsulfonyl)piperidin-1-yl)methyl)phenyl)urea